[2H]C([2H])(CC1=CNC2=CC=CC=C21)N([2H])[2H] tryptamine-d4